C12(CCC(CC1)O2)[C@H]2CN1C=3C(=C(SC3C(N2)=O)C=2C=NNC2)CC(C1)(F)F (R)-7-(7-oxabicyclo[2.2.1]heptan-1-yl)-4,4-difluoro-2-(1H-pyrazol-4-yl)-4,5,7,8-tetrahydro-3H-1-thia-5a,8-diazabenzo[cd]azulen-9(6H)-one